2-((2-((2-(dodecyloxy)ethyl)thio)propane-2-yl)thio)ethyl acrylate C(C=C)(=O)OCCSC(C)(C)SCCOCCCCCCCCCCCC